3-Methoxybenzenepropanoic acid COC=1C=C(C=CC1)CCC(=O)O